FC1=C(C=CC(=C1)F)C1=NN=C(S1)C(=O)NC1(CN(C1)C1CCC(CC1)(C)O)CC(=O)O 2-(3-(5-(2,4-difluorophenyl)-1,3,4-thiadiazole-2-carboxamido)-1-(4-hydroxy-4-methylcyclohexyl)azetidin-3-yl)acetic acid